Cl.Cl.NCCNC(COC1=CC=C(C=C1)C1=NC=2N(C(N(C(C2N1)=O)CCC)=O)CCC)=O N-(2-Aminoethyl)-2-[4-(2,3,6,7-tetrahydro-2,6-dioxo-1,3-dipropyl-1H-purin-8-yl)phenoxy]-acetamide dihydrochloride